(8-fluoro-2-methylimidazo[1,2-a]pyridin-6-yl)-5-((3R,4R)-3-methyl-4-(methylamino)pyrrolidin-1-yl)pyrazine-2-carboxamide FC=1C=2N(C=C(C1)C=1C(=NC=C(N1)N1C[C@H]([C@H](C1)NC)C)C(=O)N)C=C(N2)C